(1S,2R,3S,4R,5S)-2,3-dihydroxy-4-(2-((2-methoxyphenyl)ethynyl)-6-(methylamino)-9H-purin-9-yl)-N-methylbicyclo[3.1.0]hexane-1-carboxamide O[C@@H]1[C@@]2(C[C@@H]2[C@H]([C@@H]1O)N1C2=NC(=NC(=C2N=C1)NC)C#CC1=C(C=CC=C1)OC)C(=O)NC